ethyl 4-bromo-7-oxo-1-(trifluoromethylsulfanyl)-5,6-dihydrocyclopenta[c]pyridine-6-carboxylate BrC=1C2=C(C(=NC1)SC(F)(F)F)C(C(C2)C(=O)OCC)=O